4-(3-(((2-amino-5-(1-(1-trideuteriomethylpiperidin-4-yl)-1H-pyrazol-4-yl)pyridin-3-yl)oxy)methyl)phenyl)-2-methylbut-3-yn-2-ol NC1=NC=C(C=C1OCC=1C=C(C=CC1)C#CC(C)(O)C)C=1C=NN(C1)C1CCN(CC1)C([2H])([2H])[2H]